FC1=C(CN2N=C(C=C2C2=NOC=C2)C2=NC=C(C(N2)=O)OC)C=CC=C1 2-(1-(2-fluorobenzyl)-5-(isoxazol-3-yl)-1H-pyrazol-3-yl)-5-methoxypyrimidin-4(3H)-one